4-((5-((2-butyl-5-oxo-4-(3-(trifluoromethoxy)-phenyl)piperazin-1-yl)methyl)-1H-imidazol-1-yl)methyl)benzonitrile C(CCC)C1N(CC(N(C1)C1=CC(=CC=C1)OC(F)(F)F)=O)CC1=CN=CN1CC1=CC=C(C#N)C=C1